N(=NC(C#N)(CC)C(C)C)C(C#N)(CC)C(C)C azobis(2-isopropylbutyronitrile)